3-(6-(4-(((R)-4-(2-(6,6-dimethyl-4,5,6,7-tetrahydro-1H-indazol-3-yl)-1H-indol-6-carbonyl)-2-methylpiperazin-1-yl)methyl)piperidin-1-yl)pyridin-3-yl)piperidine-2,6-dione CC1(CCC=2C(=NNC2C1)C=1NC2=CC(=CC=C2C1)C(=O)N1C[C@H](N(CC1)CC1CCN(CC1)C1=CC=C(C=N1)C1C(NC(CC1)=O)=O)C)C